C(#N)C1=CC(=C(COC2=CC=CC(=N2)C2=CC(N(C=C2)CC2=NC3=C(N2C[C@H]2OCC2)C=C(C=C3)C(=O)O)=O)C=C1)F (S)-2-((4-(6-(4-cyano-2-fluorobenzyloxy)pyridin-2-yl)-2-oxopyridin-1(2H)-yl)methyl)-1-(oxetan-2-ylmethyl)-1H-benzo[d]imidazole-6-carboxylic acid